C(=O)(O)C1(C=CC(O1)=O)O 5-carboxy-5-hydroxy-2(5H)-furanone